CC1=NN(C(=C1CCC(=O)N1CCN(CC1)CC1=CC(=CC=C1)F)C)C=1C=CC=2N(N1)C(=NN2)C 3-(3,5-dimethyl-1-(3-methyl-[1,2,4]triazolo[4,3-b]pyridazin-6-yl)-1H-pyrazol-4-yl)-1-(4-(3-fluorobenzyl)piperazin-1-yl)propan-1-one